BrC=1C=CC(=NC1)N1CCN(CC1)CC1=CC(=C(OC(C(=O)OCC)(C)C)C(=C1)C)C Ethyl 2-(4-((4-(5-bromopyridin-2-yl) piperazin-1-yl) methyl)-2,6-dimethylphenoxy)-2-methylpropionate